C\C(=C/CC(=O)O)\CC\C=C(\CCC=C(C)C)/C (3E,7E)-4,8,12-trimethyltrideca-3,7,11-trienoic acid